BrC=1C(=CC(=C(C1)NC(C1=CC(=C(C(=C1)C)F)C)=O)N1C[C@@H](N([C@@H](C1)C)C)C)F N-(5-bromo-4-fluoro-2-((3S,5R)-3,4,5-trimethylpiperazin-1-yl)phenyl)-4-fluoro-3,5-dimethylbenzamide